methyl 8-(2,4-dichlorophenyl)-9-(4-(pyrrolidin-3-ylmethyl)phenyl)-6,7-dihydro-5H-benzo[7]annulene-3-carboxylate ClC1=C(C=CC(=C1)Cl)C=1CCCC2=C(C1C1=CC=C(C=C1)CC1CNCC1)C=CC(=C2)C(=O)OC